BrC1=CC(=C(C=C1)C=1OC2=C(C=CC=C2C(C1)=O)Cl)OCCOCC(=O)N1CC(CC1)O 2-[4-bromo-2-[2-[2-(3-hydroxypyrrolidin-1-yl)-2-oxo-ethoxy]ethoxy]phenyl]-8-chloro-chromen-4-one